F[C@@H]1CN(CC[C@@H]1NC1=C2C=C(N(C2=CC=C1)CC(F)(F)F)C1=NN=C(S1)CNC(C1=CC=CC=C1)=O)C N-((5-(4-(((3R,4S)-3-fluoro-1-methylpiperidin-4-yl)amino)-1-(2,2,2-trifluoroethyl)-1H-indol-2-yl)-1,3,4-thiadiazol-2-yl)methyl)benzamide